O1COC2=C1C=CC(=C2)C=2N(C(C1=CC(=C(C=C1C2CC=O)OC)OC)=O)CC2=CC=C(C=C2)OC 2-(3-(Benzo[d][1,3]dioxol-5-yl)-6,7-dimethoxy-2-(4-methoxybenzyl)-1-oxo-1,2-dihydroisoquinolin-4-yl)acetaldehyde